pregna-1,4,16-triene-3,20-dione CC(C1=CC[C@H]2[C@@H]3CCC4=CC(C=C[C@]4(C)[C@H]3CC[C@]12C)=O)=O